FC(C=1C=CC(=C(C1)C=1C(=CC=C(C1)CC(=C=O)N(C)C)C(=O)O)OC)F 5'-(difluoromethyl)-5-(2-(dimethylamino)-2-carbonylethyl)-2'-methoxy-[1,1'-biphenyl]-2-carboxylic acid